(S)-N-(1-(1-(4-fluorophenyl)-6-methyl-1H-indazol-5-yl)piperidin-3-yl)-N,1-dimethyl-1H-pyrazole-4-sulfonamide FC1=CC=C(C=C1)N1N=CC2=CC(=C(C=C12)C)N1C[C@H](CCC1)N(S(=O)(=O)C=1C=NN(C1)C)C